S(=O)(=O)(ON1[C@@H]2CC[C@H](N(C1=O)C2)C(NS(=O)(=O)C=2N=CSC2)=N)O (2S,5R)-7-oxo-2-(N-(thiazol-4-ylsulfonyl) carbamimidoyl)-1,6-diazabicyclo[3.2.1]octan-6-yl hydrogen sulfate